tert-Butyl (NE)-N-[(4S)-4-{2-chloro-3-[(3-cyanobenzoyl)amino]phenyl}-1-[(1S*,3S*)-4,4-difluoro-3-methylcyclohexyl]-4-methyl-6-oxohexahydropyrimidin-2-ylidene]-carbamate ClC1=C(C=CC=C1NC(C1=CC(=CC=C1)C#N)=O)[C@]1(N/C(/N(C(C1)=O)[C@@H]1C[C@@H](C(CC1)(F)F)C)=N\C(OC(C)(C)C)=O)C |o1:25,27|